C(C1=CC=CC=C1)OC1=C(C=CC=2CC3N(CCC4=CC5=C(C=C34)OCO5)CC12)OC 9-benzoxy-10-methoxy-5,8,13,13a-tetrahydro-6H-[1,3]dioxolo[4,5-g]isoquino[3,2-a]isoquinoline